2-(3-((1s,3s)-3-methoxy-1-(4-methyl-4H-1,2,4-triazol-3-yl)cyclobutyl)phenyl)-6-(((1-methylcyclobutyl)amino)methyl)isoindolin-1-one COC1CC(C1)(C1=NN=CN1C)C=1C=C(C=CC1)N1C(C2=CC(=CC=C2C1)CNC1(CCC1)C)=O